(S)-ethyl 3-((2-(2-chloro-5-((R)-2-hydroxy-3-(methylamino) propoxy)phenyl)-6-(3,5-dimethylisoxazol-4-yl)-5-methylpyrimidin-4-ylamino) methyl)morpholine-4-carboxylate ClC1=C(C=C(C=C1)OC[C@@H](CNC)O)C1=NC(=C(C(=N1)NC[C@@H]1N(CCOC1)C(=O)OCC)C)C=1C(=NOC1C)C